Cl.Cl.CC1([C@H]2C(C=C([C@@H]1C2)/C=C/C=2C=C(C(=C(C2)[C@](C(=O)O)(C(C)C)N)[C@](C(=O)O)(C(C)C)N)OC)=O)C (2S,2'S)-5-((E)-2-((1R,5S)-6,6-dimethyl-4-oxobicyclo[3.1.1]hept-2-en-2-yl) vinyl)-3-methoxy-1,2-phenylenebis(2-amino-3-methylbutanoate)-dihydrochloride